1-methyl-3-(5-methylthio-2-chloro-4-pyrimidyl)-2-methoxycarbonylindole CN1C(=C(C2=CC=CC=C12)C1=NC(=NC=C1SC)Cl)C(=O)OC